C(C)(C)NC(O[C@H]1CO[C@@H](C1)C=1C=NC(=NC1)N)=O (3R,5S)-5-(2-aminopyrimidin-5-yl)oxolan-3-yl N-isopropylcarbamate